N-(adamantan-1-yl)-2-((6-chloro-2-(methylthio)pyrimidin-4-yl)oxy)acetamide C12(CC3CC(CC(C1)C3)C2)NC(COC2=NC(=NC(=C2)Cl)SC)=O